2-butyl-4-(3,5-difluoro-4-((4-(piperidin-4-yloxy)piperidin-1-yl)methyl)phenyl)-2,7-naphthyridin-1(2H)-one C(CCC)N1C(C2=CN=CC=C2C(=C1)C1=CC(=C(C(=C1)F)CN1CCC(CC1)OC1CCNCC1)F)=O